benzyl 3-methylbutanoate (Benzyl Isovalerate) C(C1=CC=CC=C1)C(C(=O)O)C(C)C.CC(CC(=O)OCC1=CC=CC=C1)C